acryloylaminopropyl-trimethylammonium bis(trifluoromethanesulfonyl)imide [N-](S(=O)(=O)C(F)(F)F)S(=O)(=O)C(F)(F)F.C(C=C)(=O)NCCC[N+](C)(C)C